O1CC(C1)OC1=NC(=NC=C1C(F)(F)F)N (oxetan-3-yloxy)-5-(trifluoromethyl)pyrimidin-2-amine